t-pentylideneaminotantalum C(C=N[Ta])(C)CC